3-ethylbenzo-thiazoline C(C)N1CSC2=C1C=CC=C2